2-morpholino-4-(trifluoromethyl)benzaldehyde O1CCN(CC1)C1=C(C=O)C=CC(=C1)C(F)(F)F